4-(phenylsulfonyl)-2-butanol C1(=CC=CC=C1)S(=O)(=O)CCC(C)O